C(C)C=1C(=C(C=CC1C(=O)O)C1=CC=C(C=C1)C(=O)O)CC diethyl-4,4'-biphenyl-dicarboxylic acid